2-((3R)-3-Hydroxy-4-(1-(6-(trifluoromethyl)pyridin-2-yl)-3-azabicyclo[3.1.0]hexan-3-yl)butyl)isoindoline-1,3-dione O[C@H](CCN1C(C2=CC=CC=C2C1=O)=O)CN1CC2(CC2C1)C1=NC(=CC=C1)C(F)(F)F